(1S)-1-[2-chloro-5-nitro-3-(trifluoromethyl)phenyl]ethanamine ClC1=C(C=C(C=C1C(F)(F)F)[N+](=O)[O-])[C@H](C)N